4-({2-chloro-3-[(propan-2-yl)carbamoyl]phenyl}amino)-3-cyclopropyl-N-[(2E)-imidazolidin-2-ylidene]benzamide ClC1=C(C=CC=C1C(NC(C)C)=O)NC1=C(C=C(C(=O)N=C2NCCN2)C=C1)C1CC1